C1(CCCC1)P(O)(O)=O CYCLOPENTYLPHOSPHONIC ACID